(S)-3-(1-(4-amino-3-(5-hydroxypyridin-3-yl)-1H-pyrazolo[3,4-d]pyrimidin-1-yl)ethyl)-4-(3-((4-methylpiperazin-1-yl)methyl)phenyl)-1H-isochromen-1-one Esylate S(=O)(=O)(O)CC.NC1=C2C(=NC=N1)N(N=C2C=2C=NC=C(C2)O)[C@@H](C)C=2OC(C1=CC=CC=C1C2C2=CC(=CC=C2)CN2CCN(CC2)C)=O